CC1=C(C=CC=C1)CN1C(CCC1=O)CC(=O)NS(=O)(=O)C 2-[1-[(2-methylphenyl)methyl]-5-oxopyrrolidin-2-yl]-N-methylsulfonylacetamid